C1N(CC2C1CNC2)C2=NC1=C(N2C(=O)NCCCC2=CC=CC=C2)C=CC=C1 (Hexahydropyrrolo[3,4-c]pyrrole-2(1H)-yl)-N-(3-phenylpropyl)-1H-benzo[d]imidazole-1-carboxamide